O=CC(=O)C[C@@H](O)CO 3-deoxy-L-glycero-pentos-2-ulose